4-Oxa-4-(8-phenyl-3-(quinoxalin-6-yl)-3,3a,4,5-tetrahydro-2H-benzo[g]indazol-2-yl)butanoic acid C1(=CC=CC=C1)C1=CC2=C(CCC3C(N(N=C23)OCCC(=O)O)C=2C=C3N=CC=NC3=CC2)C=C1